N-(4-(2-((5-methylthiazol-2-yl)amino)-2-oxoethyl)phenyl)isoxazole-5-carboxamide 4-(1H-tetrazole-5-yl)benzoate N1N=NN=C1C1=CC=C(C(=O)O)C=C1.CC1=CN=C(S1)NC(CC1=CC=C(C=C1)NC(=O)C1=CC=NO1)=O